N-[4-cyano-3-[2-(2-pyridyl)ethylsulfamoyl]phenyl]-2,2,2-trifluoro-acetamide C(#N)C1=C(C=C(C=C1)NC(C(F)(F)F)=O)S(NCCC1=NC=CC=C1)(=O)=O